3,6-dimethylnonan-1-ol CC(CCO)CCC(CCC)C